(M)-1-(6-(3,7,7-trimethyl-4-(6-methyl-1H-indazol-7-yl)-5,6,7,8-tetrahydro-2-quinolinyl)-2,6-diazaspiro[3.4]octan-2-yl)-2-propen-1-one CC=1C(=NC=2CC(CCC2C1C=1C(=CC=C2C=NNC12)C)(C)C)N1CC2(CN(C2)C(C=C)=O)CC1